racemic-3-chloro-1-phenylpropanol ClCC[C@@H](O)C1=CC=CC=C1 |r|